C(C)(C)(CC)OOC(C)(C)CC ditert-amyl peroxide